FC1(CC(C1)C1N(CCNC1)C=O)F (3,3-Difluorocyclobutyl)piperazine-1-methanone